Cl.NCCC1(CCCCC1)O 1-(2-aminoethyl)-cyclohexan-1-ol hydrochloride